C(C)OC(=O)C1=NN(C(=C1)N(C(=O)OC(C)(C)C)C(=O)OC(C)(C)C)C 5-(Bis(t-butoxycarbonyl)amino)-1-methyl-1H-pyrazole-3-carboxylic acid ethyl ester